FC1(CCC(CC1)NC(C1=CC=C(C=C1)C1(CCC1)C(NC1=NC=C(C=C1)F)=O)=O)F N-(4,4-difluorocyclohexyl)-4-{1-[(5-fluoropyridin-2-yl)carbamoyl]cyclobutyl}benzamide